(3,4-Dihydroquinolin-1(2H)-yl)(6-phenylpyridazin-4-yl)methanone N1(CCCC2=CC=CC=C12)C(=O)C1=CN=NC(=C1)C1=CC=CC=C1